2-(3,6-diazabicyclo[3.1.1]heptane-3-yl)-5-bromothiazole C12CN(CC(N1)C2)C=2SC(=CN2)Br